[(Z)-1-[9-ethyl-6-(2-methylbenzoyl)carbazol-3-yl]ethylideneamino] acetate C(C)(=O)O\N=C(\C)/C=1C=CC=2N(C3=CC=C(C=C3C2C1)C(C1=C(C=CC=C1)C)=O)CC